[(1S,2S,3R,4S,6R)-2-Acetoxy-4,6-diazido-3-[(2R,6S)-3-azido-6-[[benzyl(benzyloxycarbonyl)amino]methyl]tetrahydropyran-2-yl]oxy-cyclohexyl]acetate C(C)(=O)O[C@H]1[C@H]([C@@H](C[C@@H]([C@H]1O[C@H]1O[C@@H](CCC1N=[N+]=[N-])CN(C(=O)OCC1=CC=CC=C1)CC1=CC=CC=C1)N=[N+]=[N-])N=[N+]=[N-])CC(=O)[O-]